NC1(CC(C1)CC#N)C=1OC(=NN1)[C@H]1NC(O[C@@H]1C)=O 2-((1S,3R)-3-amino-3-(5-((4S,5R)-5-methyl-2-oxooxazolidin-4-yl)-1,3,4-oxadiazol-2-yl)cyclobutyl)acetonitrile